S(=O)(=O)(CCC#N)CCC#N 3,3'-sulfuryl-dipropionitrile